2,3-dimethyl-sulfolane CC1S(=O)(=O)CCC1C